C(#N)COC1=CC(=C(C=N1)OCC(C#N)(C)C)I 3-((6-(cyanomethoxy)-4-iodopyridin-3-yl)oxy)-2,2-dimethylpropanenitrile